B(C1=NC(=CC=C1)N(C)CC)(O)O 6-(N,N-METHYLETHYLAMINO)PYRIDINE-2-BORONIC ACID